4-chloro-2-(6-methoxypyridin-2-yl)-5-methylphenol ClC1=CC(=C(C=C1C)O)C1=NC(=CC=C1)OC